CN1CCN(CC1)C=1C=C2C(=CC=NC2=CN1)OC1=CC=C(N)C=C1 4-[[6-(4-methylpiperazin-1-yl)-1,7-naphthyridin-4-yl]oxy]aniline